FC(C1(N=N1)C1=CC=C(C[C@H](N)C(=O)O)C=C1)(F)F 4-(3-(trifluoromethyl)-3H-diazirine-3-yl)-l-phenylalanine